C(CCCCC)P(O)(=O)CC Hexylethylphosphinic acid